[C@H]12CNC[C@@H]2C1CN1C[C@H]2N(C=3C(=NN=C(C3)C3=C(C(=CC(=C3)F)F)O)NC2)CC1 ((S)-8-(((1R,5S,6r)-3-azabicyclo[3.1.0]hexan-6-yl)methyl)-6,6a,7,8,9,10-hexahydro-5H-pyrazino[1',2':4,5]pyrazino[2,3-c]pyridazin-2-yl)-4,6-difluorophenol